N1=CC(=C2N1C=CC=N2)C(=O)N2CC1=C(CC2)C(=CS1)C(=O)NC=1C=NC=C(C1)C(F)(F)F 6-(Pyrazolo[1,5-a]pyrimidin-3-carbonyl)-N-(5-(trifluoromethyl)pyridin-3-yl)-4,5,6,7-tetrahydrothieno[2,3-c]pyridin-3-carboxamid